OCC1[C@@H]2CCC=3[C@@H]4CC[C@H]([C@@H](CCC=C(C)C)C)[C@]4(CCC3[C@]2(CC[C@@H]1O)C)C 4-(hydroxymethyl)-5alpha-cholesta-8,24-dien-3beta-ol